tert-butyl (R)-(2-chloro-7-isopropyl-3-(3-methoxypropoxy)-11-oxo-6,7-dihydro-11H-benzo[f]pyrido[1,2-d][1,4]oxazepin-10-yl)carbamate ClC=1C(=CC2=C(C=3N([C@@H](CO2)C(C)C)C=C(C(C3)=O)NC(OC(C)(C)C)=O)C1)OCCCOC